Aminotetraline NC1CCCC2=CC=CC=C12